ClC1=NC=NC(=C1NC(=O)C=1C=NN(C1)C1CCC1)N1[C@H](CCC1)C(F)(F)F (R)-N-(4-chloro-6-(2-(trifluoromethyl)-pyrrolidin-1-yl)pyrimidin-5-yl)-1-cyclobutyl-1H-pyrazole-4-carboxamide